(3S,4R)-3-ethyl-4-(3H-imidazo[1,2-a]pyrrolo[2,3-e]pyrazin-8-yl)-N-(2,2,2-trifluoroethyl)pyrrolidine C(C)[C@@H]1CN(C[C@@H]1C1=CN=C2N1C1=C(N=C2)NC=C1)CC(F)(F)F